C(C1=CC=CC=C1)NCC1=CC=C(C=C1)Cl N-benzyl-1-(4-chlorophenyl)methylamine